NC(CNC(=O)C1=CN=CC(=N1)C=1NC2=CC=C(C=C2C1C)C(=O)OC)(C)C Methyl 2-(6-((2-amino-2-methylpropyl)carbamoyl)pyrazin-2-yl)-3-methyl-1H-indole-5-carboxylate